2-[5-bromo-3-(trifluoromethyl)pyridin-2-yl]-6-ethoxy-2,5-dihydro-4H-pyrazolo[3,4-d]pyrimidin-4-one BrC=1C=C(C(=NC1)N1N=C2N=C(NC(C2=C1)=O)OCC)C(F)(F)F